1-Methyl-2-(6-trifluoromethoxy-benzothiazol-2-ylamino)-1H-benzoimidazole-5-carboxylic acid [2-(2,2-difluoro-ethoxy)-ethyl]-amide FC(COCCNC(=O)C1=CC2=C(N(C(=N2)NC=2SC3=C(N2)C=CC(=C3)OC(F)(F)F)C)C=C1)F